2-bromo-5-(morpholinomethyl)pyridin-4-ol BrC1=NC=C(C(=C1)O)CN1CCOCC1